N-((1R,2S)-2-Aminocyclopentyl)-4-oxo-5-(6-phenylpyridazin-4-yl)-4,5-dihydro-3H-1-thia-3,5,8-triazaacenaphthylene-2-carboxamide N[C@@H]1[C@@H](CCC1)NC(=O)C=1SC=2N=CC=C3N(C(NC1C23)=O)C2=CN=NC(=C2)C2=CC=CC=C2